C1(CCCCC1)N(C1=C(C(N(C=2C=CC(=NC12)C#N)C)=O)C#N)C 8-[cyclohexyl(methyl)amino]-5-methyl-6-oxo-5,6-dihydro-1,5-naphthyridine-2,7-dicarbonitrile